[La].[Ce] Cerium-lanthanum